2-ethynyl-N-(4-(thiazol-4-yl)phenethyl)thiazole-4-carboxamide methyl-4-hydroxy-1-(4-methoxybenzyl)-1,4,6,7-tetrahydropyrano[4,3-c]pyrazole-6-carboxylate COC(=O)C1CC=2N(N=CC2C(O1)O)CC1=CC=C(C=C1)OC.C(#C)C=1SC=C(N1)C(=O)NCCC1=CC=C(C=C1)C=1N=CSC1